C1(CC1)CC(C(=O)O)C=1C(N(C=C(C1)CCN(C)C)C)=O 3-cyclopropyl-2-(5-(2-(dimethylamino)ethyl)-1-methyl-2-oxo-1,2-dihydropyridin-3-yl)propionic acid